2-(3-bromo-5-(trifluoromethyl)benzylidene)-5,6-dimethoxy-2,3-dihydro-1H-indene-1-one BrC=1C=C(C=C2C(C3=CC(=C(C=C3C2)OC)OC)=O)C=C(C1)C(F)(F)F